4-chloro-5-fluoro-6-methoxy-2-(methylthio)pyrimidine ClC1=NC(=NC(=C1F)OC)SC